3-bromo-2-methyl-5,6-dihydro-4H-pyrrolo[1,2-b]pyrazol-4-one BrC1=C2N(N=C1C)CCC2=O